methyl (R)-5-(5-((5-(2-amino-6-morpholino-1H-benzo[d]imidazol-1-yl)-4-methylpentyl) oxy)-1-methyl-1H-pyrazol-4-yl)-1-methyl-6-oxo-1,6-dihydropyridine-3-carboxylate NC1=NC2=C(N1C[C@@H](CCCOC1=C(C=NN1C)C1=CC(=CN(C1=O)C)C(=O)OC)C)C=C(C=C2)N2CCOCC2